(3s,5r)-1-(tert-butoxycarbonyl)-5-carbamoylpiperidine-3-carboxylic acid C(C)(C)(C)OC(=O)N1C[C@H](C[C@H](C1)C(N)=O)C(=O)O